C(C)(=O)[C@]1(C(O)=C(O)C(O1)=O)[C@H](CO)O acetyl-vitamin C